4-(4-(1-acetyl-1,2,3,6-tetrahydropyridin-4-yl)phenyl)-1-(4-methoxybenzyl)-1H-1,2,3-triazole-5-carboxylic acid ethyl ester C(C)OC(=O)C1=C(N=NN1CC1=CC=C(C=C1)OC)C1=CC=C(C=C1)C=1CCN(CC1)C(C)=O